(S)-3-chloro-7-fluoro-4-(pyrimidin-2-yl)-5-(trifluoromethyl)-2-((2-(trifluoromethyl)pyrrolidin-1-yl)sulfonyl)-1H-indole ClC1=C(NC2=C(C=C(C(=C12)C1=NC=CC=N1)C(F)(F)F)F)S(=O)(=O)N1[C@@H](CCC1)C(F)(F)F